glycerin bistrimellitate C(C=1C(C(=O)O)=CC(C(=O)O)=CC1)(=O)O.C(C=1C(C(=O)O)=CC(C(=O)O)=CC1)(=O)O.OCC(O)CO